(Z)-1-((2-(2,6-dioxopiperidin-3-yl)-1,3-dioxoisoindolin-4-yl)amino)-N-(2-(4-(1,2-diphenyl-but-1-en-1-yl)phenoxy)ethyl)-N-methyl-3,6,9,12,15-pentaoxaoctadecane-18-amide O=C1NC(CCC1N1C(C2=CC=CC(=C2C1=O)NCCOCCOCCOCCOCCOCCC(=O)N(C)CCOC1=CC=C(C=C1)\C(=C(\CC)/C1=CC=CC=C1)\C1=CC=CC=C1)=O)=O